ClC1=C(C=CC=C1Cl)SC1=NC2=C(C=NC(=C2)N2CCC3(CC2)[C@@H](C2=CC=CC=C2C3)CC(C)(S(=O)(=O)N)C)N1 ((S)-1'-(2-((2,3-dichlorophenyl)thio)-3H-imidazo[4,5-c]pyridin-6-yl)-1,3-dihydrospiro[indene-2,4'-piperidin]-1-yl)-2-methylpropane-2-sulfonamide